C(C=C)(=O)N1C[C@H](CCCC1)N1C(=NC2=C1C(=CC(=C2)OC2CCOCC2)Cl)NC(C2=CC(=NC=C2)C)=O (S)-N-(1-(1-acryloylazepan-3-yl)-7-chloro-5-((tetrahydro-2H-pyran-4-yl)oxy)-1H-benzo[d]imidazol-2-yl)-2-methylisonicotinamide